ClC1=C(C=C(C=2C(=C3N(C12)C[C@H](C3)NC(C)=O)C=3C=NNC3)O)Cl (S)-N-(5,6-dichloro-8-hydroxy-9-(1H-pyrazol-4-yl)-2,3-dihydro-1H-pyrrolo[1,2-a]indol-2-yl)acetamide